OC1(CCN(CC1)C)C(S[C@@H]1O[C@@H]([C@@H]([C@@H]([C@H]1O)N1N=NC(=C1)C1=CC(=C(C(=C1)F)F)F)O)CO)C1=C(C=CC=C1)C (2S,3R,4S,5R,6R)-2-(((4-Hydroxy-1-methylpiperidin-4-yl)(o-tolyl)methyl)thio)-6-(hydroxymethyl)-4-(4-(3,4,5-trifluorophenyl)-1H-1,2,3-triazol-1-yl)tetrahydro-2H-pyran-3,5-diol